C(C1=CC=CC=C1)C1=NN=C(O1)N 5-benzyl-1,3,4-oxadiazol-2-amine